NC(C(=O)O)CC1=CNC2=C1C=NC=C2 2-amino-3-(1H-pyrrolo[3,2-c]pyridin-3-yl)propanoic acid